ClC1=C(C#N)C=CC(=C1)N1CC2(CC1C)CCN(CC2)C2=NC=C(C=C2)C(=O)N2CCC(CC2)CN2CCN(CC2)C2=CC(=CC=C2)NC2C(NC(CC2)=O)=O 2-Chloro-4-((37R)-8-(5-(4-((4-(3-((2,6-dioxopiperidin-3-yl)amino)phenyl)piperazin-1-yl)methyl)piperidine-1-carbonyl)pyridin-2-yl)-3-methyl-2,8-diazaspiro[4.5]decan-2-yl)benzonitrile